(+/-)-Dihydrofarnesol CC(CC/C=C(\C)/CCC=C(C)C)CCO